C(C)(C)(C)[Si](C1=CC=CC=C1)(C1=CC=CC=C1)OCCC#C tert-butyl-but-3-ynoxy-diphenyl-silane